COC1=CC(=C(C=C1OC)C(C(C)(C)C)=O)[N+](=O)[O-] 1-(4,5-dimethoxy-2-nitrophenyl)-2,2-dimethyl-1-propanone